ClC1=C(C=CC=C1)[C@H]1CCC=2N1N=C(N2)C(=O)OCC ethyl (R)-5-(2-chlorophenyl)-6,7-dihydro-5H-pyrrolo[1,2-b][1,2,4]triazole-2-carboxylate